C(C)OC1=CC=C(C=C1)CC#N (4-ethoxyphenyl)acetonitrile